2-(4-(4-acetoxycyclohexylmethyl)piperazin-1-yl)-6-(trifluoromethyl)-8-nitro-benzothiopyran-4-one C(C)(=O)OC1CCC(CC1)CN1CCN(CC1)C=1SC2=C(C(C1)=O)C=C(C=C2[N+](=O)[O-])C(F)(F)F